{[(2R)-4-benzyl-1-methylpiperazin-2-yl]methyl}(methyl)tert-butyl-carbamic acid C(C1=CC=CC=C1)N1C[C@H](N(CC1)C)CCC(C)(C)N(C(O)=O)C